CN1C(=NC=2C1=NC(=CN2)C(=O)O)C2=CC=CC=C2 1-methyl-2-phenyl-1H-imidazo[4,5-b]Pyrazine-6-carboxylic acid